O=C1C=CC=C2C3=C(SC21)C=C(C=C3)C(C(=O)O)C 2-(6-oxo-5H-benzo[b][1]benzothien-3-yl)propanoic acid